[K].OC1(CCCCC1)C1=C(C=CC=C1)C(=O)C1=C(C=CC=C1)C1(CCCCC1)O 1-hydroxy-cyclohexyl-Phenylketone POTASSIUM